4-hydroxyl-2,6-dimethylbenzaldehyde OC1=CC(=C(C=O)C(=C1)C)C